(4-(7-fluoroquinolin-4-yl)piperazin-1-yl)(1-((4-nitrophenyl)sulfonyl)pyrrolidin-3-yl)methanone FC1=CC=C2C(=CC=NC2=C1)N1CCN(CC1)C(=O)C1CN(CC1)S(=O)(=O)C1=CC=C(C=C1)[N+](=O)[O-]